2-METHOXY-6-METHYLPYRIDINE-4-BORONIC ACID COC1=NC(=CC(=C1)B(O)O)C